tert-butyl (1R,5S)-3-(7-bromo-2-(2,2-dimethoxyethoxy)-8-fluoroquinazolin-4-yl)-3,8-diazabicyclo[3.2.1]octane-8-carboxylate BrC1=CC=C2C(=NC(=NC2=C1F)OCC(OC)OC)N1C[C@H]2CC[C@@H](C1)N2C(=O)OC(C)(C)C